CC(CN(C1=NC=2N(C(=N1)NCC=1NC(=CN1)C1=CC=CC=C1)N=CC2C(C)C)C)(C)O 2-methyl-1-{methyl[4-{[(5-phenyl-1H-imidazol-2-yl)methyl]amino}-8-(propan-2-yl)pyrazolo[1,5-a][1,3,5]triazin-2-yl]amino}propan-2-ol